2-[2-[2-(3-Amino-2-fluoro-propoxy)ethoxy]ethoxy]propan-1-ol NCC(COCCOCCOC(CO)C)F